1,2,5-tri(cyanoethoxy)pentane C(#N)CCOCC(CCCOCCC#N)OCCC#N